CCCCCCCCCCCCCCCCOC[C@H](COP(=O)(O)OC[C@@H](C(=O)O)N)OC(=O)CCCC/C=C\C/C=C\C/C=C\CCCCC 1-hexadecyl-2-(6Z,9Z,12Z-octadecatrienoyl)-glycero-3-phosphoserine